C(N)(OC[Si](OCC)(OCC)OCC)=O triethoxysilylmethyl carbamate